4-fluoro-3-(4-(piperidine-4-carbonyl)piperazine-1-carbonyl)benzylphthalazin-1(2H)-one FC1=C(C=C(CN2C(C3=CC=CC=C3C=N2)=O)C=C1)C(=O)N1CCN(CC1)C(=O)C1CCNCC1